ClC=1C=C(C=C(C1)F)NC1=NN2C(C=N1)=C(C=C2C2CCC(CC2)=O)C2=CC=C(C=C2)CN2CCN(CC2)C 4-(2-((3-chloro-5-fluorophenyl)amino)-5-(4-((4-methylpiperazin-1-yl)methyl)phenyl)pyrrolo[2,1-f][1,2,4]triazin-7-yl)cyclohexan-1-one